n-heptenethiol C(=CCCCCC)S